C[Sn](C1=NC=CN=C1)(C)C 2-(trimethylstannyl)pyrazine